8-Fluoronaphthalen FC=1C=CC=C2C=CC=CC12